S(=O)(=O)([O-])[O-].[Zn+2].[Mg+2].S(=O)(=O)([O-])[O-] magnesium-zinc sulfate